C(CC=C)C1=NC=CC=C1 2-(3-butenyl)pyridine